C1(=CC=CC=C1)CC(CC1=CC(=CC=C1)C(F)(F)F)=O 1-phenyl-3-(3-(trifluoromethyl)phenyl)-2-propanone